6-(6-(4-(2-((1s,3s)-adamantane-1-carboxamido)ethyl)piperazin-1-yl)pyridin-3-yl)-N-((4,6-dimethyl-2-oxo-1,2-dihydropyridin-3-yl)methyl)-1-isopropyl-1H-indazole-4-carboxamide C12(CC3CC(CC(C1)C3)C2)C(=O)NCCN2CCN(CC2)C2=CC=C(C=N2)C=2C=C(C=3C=NN(C3C2)C(C)C)C(=O)NCC=2C(NC(=CC2C)C)=O